5-(4-((6-butyramidopyridazin-4-yl)methyl)piperazin-1-yl)-6-fluoro-N-methylpicolinamide C(CCC)(=O)NC1=CC(=CN=N1)CN1CCN(CC1)C=1C=CC(=NC1F)C(=O)NC